N-(4-amino-2-trifluoromethyl-phenyl)carbazole NC1=CC(=C(C=C1)N1C2=CC=CC=C2C=2C=CC=CC12)C(F)(F)F